2-acetamido-2-deoxy-beta-d-glucosamine CC(=O)N[C@@H]1[C@H]([C@@H]([C@H](O[C@H]1N)CO)O)O